C(#N)C1=CC=2N(N=C1)C=CC2 3-cyanopyrrolo[1,2-b]pyridazin